N-butyl-7-(3-methylpiperazin-1-yl)quinazolin-4-amine C(CCC)NC1=NC=NC2=CC(=CC=C12)N1CC(NCC1)C